4-(5-chloropyrido[2,3-e][1,2,4]triazolo[1,5-c]pyrimidin-2-yl)benzonitrile ClC1=NC2=C(C=3N1N=C(N3)C3=CC=C(C#N)C=C3)N=CC=C2